Cl.BrC=1C(=CC(N(C1)CC1(CCNCC1)O)=O)C1=C(C=CC=C1)F 5-bromo-4-(2-fluorophenyl)-1-((4-hydroxypiperidin-4-yl)methyl)pyridin-2(1H)-one hydrochloride